3-octanoyl-6-[2-(3-methylpiperidinyl)-2-oxoacetyl]-N-(4-nitrophenyl)carbazole C(CCCCCCC)(=O)C=1C=CC=2N(C3=CC=C(C=C3C2C1)C(C(=O)N1CC(CCC1)C)=O)C1=CC=C(C=C1)[N+](=O)[O-]